C1(CC1)S(=O)(=O)N1C2=C(C=C1C=O)C=CS2 6-(cyclopropylsulfonyl)-6H-thieno[2,3-b]pyrrole-5-carbaldehyde